BrC=1C=C(C(=NC1)N)C=1C=NC=NC1 5-bromo-3-(pyrimidin-5-yl)pyridine-2-amine